1-(3-(Trifluoromethyl)benzyl)-1H-indol-4-amine FC(C=1C=C(CN2C=CC=3C(=CC=CC23)N)C=CC1)(F)F